1,8-dihydroxy-3-(4-(thiazol-2-yl)piperazine-1-carbonyl)anthracene-9,10-dione OC1=CC(=CC=2C(C3=CC=CC(=C3C(C12)=O)O)=O)C(=O)N1CCN(CC1)C=1SC=CN1